2-(4-((1-benzyl-6-oxo-1,6-dihydropyridin-3-yl)oxy)-3,5-dichlorophenyl)-3,5-dioxo-2,3,4,5-tetrahydro-1,2,4-triazine-6-carboxamide C(C1=CC=CC=C1)N1C=C(C=CC1=O)OC1=C(C=C(C=C1Cl)N1N=C(C(NC1=O)=O)C(=O)N)Cl